2-(4-Formylphenoxy)acetic acid ethyl ester C(C)OC(COC1=CC=C(C=C1)C=O)=O